NC1=C2N=CN(C2=NC(=N1)F)[C@@H]1O[C@@H]([C@H]([C@@H]1O)O)CO (2R,3S,4S,5R)-2-(6-amino-2-fluoro-9H-purin-9-yl)-5-(hydroxymethyl)tetrahydrofuran-3,4-diol